CC1CC2C(CC1COC(=O)C1CCCCC1C)O2 3,4-Epoxy-6-methylcyclohexylmethyl-6-methylcyclohexancarboxylat